COC1=CC=C(C=C1)C#CC=1C=NC=CC1SC(C(=O)O)(C)C 2-((3-((4-methoxyphenyl)ethynyl)pyridin-4-yl)thio)-2-methylpropanoic acid